benzyl N-[(1S,3S)-3-(ethenyloxy) cyclohexyl]-N-methylcarbamate C(=C)O[C@@H]1C[C@H](CCC1)N(C(OCC1=CC=CC=C1)=O)C